pyrano[3',4':6,7]indolizino[1,2-b]quinoline-3,14(4H,12H)-dione C1OC(CC2=C1C(N1CC=3C(=NC=4C=CC=CC4C3)C1=C2)=O)=O